4-(5,5-difluoro-4-hydroxy-3-(trifluoromethyl)-5,6-dihydro-cyclopenta[b]pyrrol-1(4H)-yl)phthalonitrile FC1(C(C2=C(N(C=C2C(F)(F)F)C=2C=C(C(C#N)=CC2)C#N)C1)O)F